2-(dimethylamino)ethyl-5-oxo-L-proline CN(CCN1[C@@H](CCC1=O)C(=O)O)C